BrC1=C(C(=C(CO[Si](C)(C)C(C)(C)C)C=C1F)F)Cl ((4-bromo-3-chloro-2,5-difluorobenzyl)oxy)(tert-butyl)dimethylsilane